BrC=1C=CC(N(C1)CC(F)F)=O 5-bromo-1-(2,2-difluoroethyl)pyrid-2(1H)-one